CC=1N=C(NC1C)C1=NC=CC(=C1)C=1C=NC=C(C1)C(=O)N1CC(CC1)C#N 1-{[2'-(4,5-Dimethyl-1H-imidazol-2-yl)-3,4'-bipyridin-5-yl]carbonyl}Pyrrolidin-3-carbonitril